1-Nonyl-3-butylpyrrolium methansulfonat CS(=O)(=O)[O-].C(CCCCCCCC)[NH+]1C=C(C=C1)CCCC